CN(C=1C=C(C=C(C1)C)NC(=O)NCC1=CC2=C(C(N(C2)C2C(NC(CC2)=O)=O)=O)S1)C 1-(3-(dimethylamino)-5-methylphenyl)-3-((5-(2,6-dioxopiperidin-3-yl)-6-oxo-5,6-dihydro-4H-thieno[2,3-c]pyrrol-2-yl)methyl)urea